5-isopropyl-[1,2,4]triazolo[1,5-a]pyridin-2-amine C(C)(C)C1=CC=CC=2N1N=C(N2)N